C1CC(CCC1)NC(O)=O.COC1=CC=C(C=C1)C(\C=C(/C)\C1=CC=C(C=C1)OC)=O (E)-1,3-bis(4-methoxyphenyl)but-2-en-1-one 3-cyclohexylcarbamate